C(C)(C)(C)C1=NC(=CC=C1)C(C)(C)C 2,6-di-t-butyl-pyridine